FC1(CCC(CC1)NC1=NN2C(C(=N1)NC)=C(C=C2)C2=CC=C1C(=N2)N(C=N1)CCF)F N2-(4,4-Difluorocyclohexyl)-5-(3-(2-fluoroethyl)-3H-imidazo[4,5-b]pyridin-5-yl)-N4-methylpyrrolo[2,1-f][1,2,4]triazine-2,4-diamine